Tert-butyl (3-amino-7-methoxy-2-methylquinolin-6-yl)(methyl)carbamate NC=1C(=NC2=CC(=C(C=C2C1)N(C(OC(C)(C)C)=O)C)OC)C